FC1=C(N)C=CC(=C1)OC1=CC2=C(N(C=N2)C)C=C1 2-fluoro-4-[(1-methyl-1,3-benzodiazol-5-yl)oxy]aniline